4-((3R,5R)-adamantan-1-yl)-2-chloro-N-(4-nitrophenyl)aniline C12(CC3CC(CC(C1)C3)C2)C2=CC(=C(NC3=CC=C(C=C3)[N+](=O)[O-])C=C2)Cl